(1-(1-(4-(trifluoromethyl)phenyl)-1H-indazol-3-carbonyl)pyrrolidin-3-yl)acrylamide FC(C1=CC=C(C=C1)N1N=C(C2=CC=CC=C12)C(=O)N1CC(CC1)C(C(=O)N)=C)(F)F